3-(3-methoxypropoxy)benzenesulfonyl chloride COCCCOC=1C=C(C=CC1)S(=O)(=O)Cl